n-(5-amino-2-chlorophenyl)-4-fluorobenzamide C1=CC(=CC=C1C(=O)NC2=C(C=CC(=C2)N)Cl)F